ClC1=NC=CC(=N1)N1C2CN(CC1CC2)C2=C(N=NC(=C2)C2=C(C=CC=C2)OCOC)N 4-(8-(2-chloropyrimidin-4-yl)-3,8-diazabicyclo[3.2.1]octan-3-yl)-6-(2-(methoxymethoxy)phenyl)pyridazin-3-amine